CN(C(=O)C=1C=C(C=C(C1)C1=CC=CC=C1)S(=O)(=O)C1=CN=C(S1)CNC(OC(C)(C)C)=O)C tert-butyl ((5-((5-(dimethylcarbamoyl)-[1,1'-biphenyl]-3-yl)sulfonyl)thiazol-2-yl)methyl)carbamate